C1=NC=CC2=CC(=CC=C12)NC1=C(C=C(C#N)C=C1)C#N 4-(isoquinolin-6-ylamino)isophthalonitrile